C(C)(C)(C)OC(NCCOC1=CC(=NC2=C(N=CC=C12)C1=CC=NN1)N1[C@@H](COCC1)C)=O [2-({2-[(3R)-3-methylmorpholin-4-yl]-8-(1H-pyrazol-5-yl)-1,7-naphthyridin-4-yl}oxy)ethyl]carbamic acid tert-butyl ester